benzyl 3-ethyl-4-hydroxy-2,5,6-trimethylbenzoate C(C)C=1C(=C(C(=O)OCC2=CC=CC=C2)C(=C(C1O)C)C)C